N-methyl-1-(4'H,6'H-spiro[cyclopropane-1,7'-pyrano[4,3-d]thiazol]-4'-yl)methanamine CNCC1OCC2(C=3N=CSC31)CC2